heptadecan-9-yl 15-hydroxy-9-oxopentadecanoate OCCCCCCC(CCCCCCCC(=O)OC(CCCCCCCC)CCCCCCCC)=O